CC(C)[C@@H](C)C=C[C@@H](C)[C@H]1CC[C@H]2C3=CC([C@H]4CCCC[C@]4(C)[C@H]3CC[C@]12C)=O 5alpha-ergosta-7,22-dien-6-one